tert-butyl (3-(1-allyl-4-amino-1H-indol-2-yl)prop-2-yn-1-yl)(2-methoxy-4-(methylsulfonyl)phenyl)carbamate C(C=C)N1C(=CC2=C(C=CC=C12)N)C#CCN(C(OC(C)(C)C)=O)C1=C(C=C(C=C1)S(=O)(=O)C)OC